N-[(1S)-1-(dicyclopropylmethyl)-2-[4-(3,5-dimethyl-1H-pyrazol-4-yl)anilino]-2-oxo-ethyl]-2-propyl-pyrazole-3-carboxamide C1(CC1)C([C@@H](C(=O)NC1=CC=C(C=C1)C=1C(=NNC1C)C)NC(=O)C=1N(N=CC1)CCC)C1CC1